OC[C@@H]1N(CCC1)C=1C=C(C(=O)NC2=CC(=NC=C2)C(F)(F)F)C=C(C1)N1C=NC=C1 3-[(2R)-2-(hydroxymethyl)pyrrolidin-1-yl]-5-(imidazol-1-yl)-N-[2-(trifluoromethyl)pyridin-4-yl]benzamide